[N-](S(=O)(=O)C(F)(F)F)S(=O)(=O)C(F)(F)F.[Cu+].CC1=NC2=C3N=C(C=CC3=CC=C2C=C1)C.CC1=NC2=C3N=C(C=CC3=CC=C2C=C1)C bis(2,9-dimethyl-1,10-phenanthroline) copper (I) bis(trifluoromethanesulfonyl)imide